ClC=1C=C2C(=NC(=NC2=C(C1C1=C(C(=CC(=N1)N)C)C(F)(F)F)F)OC[C@H]1N(CCC1)C)N1C2CNCC1CCC2 6-(6-chloro-4-{3,9-diazabicyclo[3.3.1]nonan-9-yl}-8-fluoro-2-{[(2S)-1-methylpyrrolidin-2-yl]methoxy}quinazolin-7-yl)-4-methyl-5-(trifluoromethyl)pyridin-2-amine